FC1=CC(=C(CC2(CC2)C(=O)N[C@@H]2[C@H](CNCC2)F)C=C1)C 1-(4-fluoro-2-methylbenzyl)-N-((3S,4S)-3-fluoropiperidin-4-yl)cyclopropane-1-carboxamide